N-{[(3R)-4-amino-3-methyl-1H,3H-furo[3,4-c]quinolin-7-yl]methyl}-2-cyclopropyl-N-[2-(trifluoromethyl)pyridin-3-yl]pyrimidine-5-carboxamide NC1=NC=2C=C(C=CC2C2=C1[C@H](OC2)C)CN(C(=O)C=2C=NC(=NC2)C2CC2)C=2C(=NC=CC2)C(F)(F)F